ClC1=NC2=CC=CC(=C2N=C1)OC 2-chloro-5-methoxyquinoxaline